CC[C@H](C)[C@@H](C(=O)N[C@@H](C)/C=C/CC(=O)N[C@@H](CC1=CC=CC=C1)C(=O)N[C@@H](CC[C@H](CN)O[C@H]2[C@@H]([C@H]([C@H]([C@H](O2)CO)O)O)O)C(=O)NCC(=O)N[C@@H](CCC(=O)O)C(=O)N[C@@H](CCC(=O)N)C(=O)NCC(=O)N3CCC[C@H]3C(=O)N[C@@H](CCCCN)C(=O)NCC(=O)N[C@@H](CCC(=O)O)C(=O)N[C@@H]([C@@H](C)O)C(=O)O)N The molecule is a glycopeptide that consists of phenylalanyl, (5R)-5-(beta-D-galactopyranosyloxy)lysyl, glycyl. alpha-glutamyl, glutaminyl, glycyl, prolyl, lysyl, glycyl, alpha-glutamyl and threonine residues coupled in sequence with an isostere-modified Ile-AlaPsi[(E)-CH=CH]Gly tripeptoid unit attached to the amino terminus.